C(#N)C=1C(=NC=CC1B(O)O)OC (3-cyano-2-methoxypyridin-4-yl)boronic acid